S1C(=NC2=C1C=CC=C2)C=2C(=C(N)C=CC2)C 3-(benzo[d]thiazol-2-yl)-2-methylaniline